2'-(4,5-Dimethyl-1H-imidazol-2-yl)-N-[(1s)-1-phenylethyl]-3,4'-bipyridin-5-carboxamid CC=1N=C(NC1C)C1=NC=CC(=C1)C=1C=NC=C(C1)C(=O)N[C@@H](C)C1=CC=CC=C1